N1=CC=C(C2=CC=CN=C12)SC=1C=2N(C(=NC1)N1CCC3(CCC[C@H]3N)CC1)C=CN2 (R)-8-(8-((1,8-naphthyridin-4-yl)thio)imidazo[1,2-c]pyrimidin-5-yl)-8-azaspiro[4.5]decan-1-amine